tert-butyl (4-(3-carbamoylbenzyl)phenyl)carbamate C(N)(=O)C=1C=C(CC2=CC=C(C=C2)NC(OC(C)(C)C)=O)C=CC1